3-[4-(1,3-benzothiazol-2-ylmethyl)piperazin-1-yl]-5-cyclopropyl-pyrazine-2-carbonitrile S1C(=NC2=C1C=CC=C2)CN2CCN(CC2)C=2C(=NC=C(N2)C2CC2)C#N